FC1=CC=C(C=C1)C#CC=1C=C(C(=O)OC)C=CC1S(=O)(=O)CC1=CC(=CC=C1)[N+](=O)[O-] methyl 3-((4-fluorophenyl)ethynyl)-4-((3-nitrobenzyl)sulfonyl)benzoate